FC(C(C(C(C(C(C(C(F)(F)F)(F)F)(F)F)(F)F)(F)F)(F)F)(F)F)(C(C(C(C(C(C(F)(F)F)(F)F)(F)F)(F)F)(F)F)(F)F)F perfluorohexyl-n-octane